triethoxy((2-methoxy-4-(methoxymethyl)phenoxy)methyl)silane C(C)O[Si](COC1=C(C=C(C=C1)COC)OC)(OCC)OCC